[Si](C)(C)(C(C)(C)C)OC(CNC(OC(C)(C)C)=O)CN(CC1=CC=C(C=C1)OC)C(CCl)=O tert-Butyl N-[2-[tert-butyl(dimethyl)silyl]oxy-3-[(2-chloroacetyl)-[(4-methoxyphenyl)methyl]amino]propyl]carbamate